6-chloro-N'-hydroxy-pyridine-2-carboxamidine ClC1=CC=CC(=N1)C(=NO)N